CN([C@@H](CS)C(=O)O)C DimethylCysteine